(3-methoxypropyl)-3-(4-(1-phenyl-2-(trifluoromethyl)-1H-benzimidazol-5-yl)phenyl)urea COCCCNC(=O)NC1=CC=C(C=C1)C1=CC2=C(N(C(=N2)C(F)(F)F)C2=CC=CC=C2)C=C1